O1CNC2C1=CC=1N(C=CC=CC1)C2 tetrahydro-oxazolo[5',4':4,5]pyrido[1,2-a]azepin